O=C1C[C@H]2[C@@H]3C[C@H]4[C@H]([C@H](C)[C@]5(O4)CCC(C)CO5)[C@]3(CC[C@@H]2[C@]2(CCCCC12)C)C 6-ketospirostane